9,10-bis(tert-butoxycarbonylmethylene)anthracene C(C)(C)(C)OC(=O)C=C1C2=CC=CC=C2C(C=2C=CC=CC12)=CC(=O)OC(C)(C)C